1-(2-(4-((2S)-2-amino-3-methylpentanoyl)piperazin-1-yl)quinolin-6-yl)-3-(2-(diethylamino)ethyl)thiourea N[C@H](C(=O)N1CCN(CC1)C1=NC2=CC=C(C=C2C=C1)NC(=S)NCCN(CC)CC)C(CC)C